(1H-imidazolylmethyl)-benzaldehyde N1(C=NC=C1)CC1=C(C=O)C=CC=C1